(R)-(-)-2-[6-(tert-butoxycarbonylamino)hexanamido]-2-phenylacetate C(C)(C)(C)OC(=O)NCCCCCC(=O)N[C@@H](C(=O)[O-])C1=CC=CC=C1